N-cyclohexyl-2-benzothiazolesulfenate C1(CCCCC1)N1C(SC2=C1C=CC=C2)S[O-]